2-(1-(3-(prop-1-en-2-yl)phenyl)cyclopropyl)-3,5,6,7,8,9-hexahydro-4H-pyrimido[5,4-c]azepin-4-one C=C(C)C=1C=C(C=CC1)C1(CC1)C=1NC(C=2CNCCCC2N1)=O